FC1=C2CN(C(NC2=CC=C1F)=O)CC(=O)N[C@@H](C)C1=CN=NC=C1C |o1:17| rel-(S)-2-(5,6-difluoro-2-oxo-1,4-dihydroquinazolin-3(2H)-yl)-N-(1-(5-methylpyridazin-4-yl)ethyl)acetamide